[Si](C)(C)(C(C)(C)C)OC1CC(CN(C1)C(=O)OCC1=CC=CC=C1)C(=O)OC O1-benzyl O3-methyl 5-[tert-butyl(dimethyl)silyl]oxypiperidine-1,3-dicarboxylate